N1(CCCC1)C1CCNCC1 4-pyrrolidin-1-ylpiperidine